{Z}-{R}-N-[2-hydroxy-3-(1-piperidinyl)-propoxy]-pyridine-1-oxide OC(CO[N@@+]1(CC=CC=C1)[O-])CN1CCCCC1